C(CCCC(=O)O)(=O)SCCNC(CCNC([C@@H](C(COP(OP(OC[C@@H]1[C@H]([C@H]([C@@H](O1)N1C=NC=2C(N)=NC=NC12)O)OP(=O)(O)O)(=O)O)(=O)O)(C)C)O)=O)=O GlutaryLCoA